C1(CCCC1)[C@H](C(=O)N[C@@H](C(=O)NC)CCCC)NC(=O)[C@H]1NCCCC1 (S)-N-((R)-1-cyclopentyl-2-(((R)-1-(methylamino)-1-oxohexan-2-yl)amino)-2-oxoethyl)piperidine-2-carboxamide